ClC=1C(=C2CCCCN2C1C(C(=O)N[C@@H](C)C1=NC(=NO1)C)=O)C(=O)NC=1C=NC(=C(C1)C)F (S)-2-chloro-N-(6-fluoro-5-methylpyridin-3-yl)-3-(2-((1-(3-methyl-1,2,4-oxadiazol-5-yl)ethyl)amino)-2-oxoacetyl)-5,6,7,8-tetrahydroindolizine-1-carboxamide